COC=1C=C(C=CC1OC)C=1NC2=CC=C(C=C2C1CC(F)(F)F)C1CCN(CC1)C(CC=1N=CNC1)=O 1-(4-(2-(3,4-dimethoxyphenyl)-3-(2,2,2-trifluoroethyl)-1H-indol-5-yl)piperidin-1-yl)-2-(1H-imidazol-4-yl)ethan-1-one